FC(C1=NC=CC(=N1)OC1CCC2(CN(C2)C(=O)N2CC3(C2)NC(OC3)=O)CC1)(F)F 2-[7-[2-(trifluoromethyl)pyrimidin-4-yl]oxy-2-azaspiro[3.5]nonane-2-carbonyl]-7-oxa-2,5-diazaspiro[3.4]octan-6-one